1-(5-amino-2-methylpyridin-4-yl)piperidin-4-ol tert-butyl-4-[2-[5-[1-(4-isopropoxycarbonyl-1-piperidyl)ethyl]-1-naphthyl]ethynyl]piperidine-1-carboxylate C(C)(C)(C)C1N(CCC(C1)C#CC1=CC=CC2=C(C=CC=C12)C(C)N1CCC(CC1)C(=O)OC(C)C)C(=O)OC1CCN(CC1)C1=CC(=NC=C1N)C